FC=1C=CC(=NC1)C1=NN2C(CCC(C2)(C#N)C([2H])([2H])[2H])=C1 2-(5-fluoropyridin-2-yl)-6-(methyl-d3)-4,5,6,7-tetrahydropyrazolo[1,5-a]pyridine-6-carbonitrile